(1-(methylamino)-3-oxa-6-(trifluoromethyl)-3H-pyrido[1,2-c]pyrimidin-4-yl)benzonitrile CNC1=NOC(=C2N1C=CC(=C2)C(F)(F)F)C2=C(C#N)C=CC=C2